COC1=C(C=CC(=C1)[N+](=O)[O-])NC(C1=CC(=CC=C1)C)=O N-(2-methoxy-4-nitrophenyl)-3-methylbenzamide